E-2-chloro-1,1,1,3,4,4,4-heptafluoro-2-butene Cl\C(\C(F)(F)F)=C(/C(F)(F)F)\F